3-fluoro-2-hydroxy-phenyl-boronic acid FC=1C(=C(C=CC1)B(O)O)O